hexaaminoruthenium chloride N[Ru](N)(N)(N)(N)(N)Cl